FC1=C(C=CC(=C1)C)CS(=O)(=O)NC1=C(C(=C(C=C1F)OC1=NC=CC=C1C1=NC(=NC=C1)N[C@@H]1CNC[C@H](C1)F)F)F 1-(2-fluoro-4-methylphenyl)-N-(2,3,6-trifluoro-4-((3-(2-(((3S,5S)-5-fluoropiperidin-3-yl)amino)pyrimidin-4-yl)pyridin-2-yl)oxy)phenyl)methanesulfonamide